6-bromo-4-methoxy-2-((6-methoxypyridin-3-yl)methyl)benzo[d]oxazole BrC1=CC2=C(N=C(O2)CC=2C=NC(=CC2)OC)C(=C1)OC